O[C@H]1[C@@H](CCCC1)C(=O)OC methyl trans-2-hydroxycyclohexane-1-carboxylate